ClC1=C(OCC2CCN(CC2)C(=O)N2C[C@@H]3[C@@H](OCC(N3)=O)CC2)C=CC(=C1)F (+)-(4aR,8aS)-6-(4-((2-Chloro-4-fluorophenoxy)methyl)piperidine-1-carbonyl)hexahydro-2H-pyrido[4,3-b][1,4]oxazin-3(4H)-one